FC1=C(C=CC=C1)S(=O)(=O)NNC(=O)C1=NC(=CC(=C1)N1N=CC(=C1)C[N-]C#CC)C N-((1-(2-(2-((2-fluorophenyl)sulfonyl)hydrazine-1-carbonyl)-6-methylpyridin-4-yl)-1H-pyrazol-4-yl)methyl)propynylamide